NC1=C(C=C(C(=N1)N1C=C(C(C2=CC(=C(C(=C12)Cl)N1CC(C1)O)F)=O)C(=O)[O-])F)F 1-(6-amino-3,5-difluoro-2-pyridyl)-8-chloro-6-fluoro-1,4-dihydro-7-(3-hydroxy-1-azetidinyl)-4-oxo-3-quinolinecarboxylate